N-(4-cyclobutyl-3-(3,3-difluorocyclobutyl)-1-methyl-1H-pyrazol-5-yl)-2-(3,3-difluorocyclobutyl)acetamide C1(CCC1)C=1C(=NN(C1NC(CC1CC(C1)(F)F)=O)C)C1CC(C1)(F)F